3-(benzyloxy)-1-[4-(benzyloxy)phenyl]cyclobutan-1-ol C(C1=CC=CC=C1)OC1CC(C1)(O)C1=CC=C(C=C1)OCC1=CC=CC=C1